4-bromo-1-(pyridin-3-yl)-1H-pyrazole BrC=1C=NN(C1)C=1C=NC=CC1